COC1=NC(=CC(=C1)C=1C=C(C=CC1)C=1N=C(SC1)NC(=O)[C@H]1N(CCC1)C(=O)C1=CN(C(=C1)C)S(=O)(=O)C)C (S)-N-(4-(3-(2-methoxy-6-methylpyridin-4-yl)phenyl)thiazol-2-yl)-1-(5-methyl-1-(methylsulfonyl)-1H-pyrrole-3-carbonyl)pyrrolidine-2-carboxamide